(2S)-N-{(2S)-1-(1,3-benzothiazol-2-yl)-1-oxo-3-[(3S)-2-oxopyrrolidin-3-yl]propan-2-yl}-1-[N-(methylsulfonyl)-L-valyl]piperidine-2-carboxamide S1C(=NC2=C1C=CC=C2)C([C@H](C[C@H]2C(NCC2)=O)NC(=O)[C@H]2N(CCCC2)C([C@@H](NS(=O)(=O)C)C(C)C)=O)=O